3-methyl-4-(4,4,5,5-tetra-methyl-1,3,2-dioxaborolan-2-yl)-1H-pyrazole CC1=NNC=C1B1OC(C(O1)(C)C)(C)C